COC=1C=C(C=CC1)OC(CC)=O.Cl[Si](CC[Si](CCCC)(CCCC)Cl)(CCCC)CCCC 1,2-bis(chlorodibutylsilyl)ethane 3-Methoxyphenyl-propionate